dimethyl-p-methylphenyl phosphite P(OC1=C(C(=C(C=C1)C)C)C)([O-])[O-]